tert-butyl 2-methanesulfonyl-6-[4-(methoxycarbonyl)-2-nitrophenyl]-2,7-diazaspiro[3.5]non-5-ene-7-carboxylate CS(=O)(=O)N1CC2(C1)C=C(N(CC2)C(=O)OC(C)(C)C)C2=C(C=C(C=C2)C(=O)OC)[N+](=O)[O-]